O1C(=CC=C1)C=CCC=CC=1OC=CC1 1,5-bis-(2-furyl)-1,4-pentadiene